C(C)OC(CCC(=O)C1=CC2=C(S1)C=C(C(=C2F)OCC(=C)CCl)OC)=O ethyl-4-(5-((2-(chloromethyl) allyl) oxy)-4-fluoro-6-methoxybenzo[b]thiophen-2-yl)-4-oxobutanoate